C(=O)(O)C1C(C2C(C(C1C2)C(=O)O)C(=O)O)CC(=O)O 3,5,6-tricarboxynorbornane-2-acetic acid